5-{7-[1-(dimethylphosphoryl)-2,5-dihydro-1H-pyrrol-3-yl]-1-fluoro-3-hydroxynaphthalen-2-yl}-1λ6,2,5-thiadiazolidine-1,1,3-trione CP(=O)(C)N1CC(=CC1)C1=CC=C2C=C(C(=C(C2=C1)F)N1CC(NS1(=O)=O)=O)O